ClC1=CC(=C(COC2=CC=CC(=N2)C2CCN(CC2)CC=2N(C(=CN2)C(=O)O)C)C=C1)F 2-((4-(6-((4-chloro-2-fluorobenzyl)oxy)pyridin-2-yl)piperidin-1-yl)methyl)-1-methyl-1H-imidazole-5-carboxylic acid